NCCCNC(C(=C)C)=O N-(3-aminopropyl)methylacrylamide